N[C@H]1CN(CCC1)C1=NC=2N(C=C1)N=CC2C(=O)NC2=C(C=C(C=C2)N2CCOCC2)Cl (R)-5-(3-aminopiperidin-1-yl)-N-(2-chloro-4-morpholinophenyl)pyrazolo[1,5-a]pyrimidine-3-carboxamide